NC=1C=2N(C3=C(N1)C=NC(=C3)C(=O)N3[C@@H]1[C@H](O[C@H](C3)C)CC=3C=C(C(=CC31)F)OC(F)(F)F)C=NC2 (4-aminoimidazo[1,5-a]pyrido[3,4-e]pyrazin-8-yl)((2S,4aS,9aR)-6-fluoro-2-methyl-7-(trifluoromethoxy)-2,3,9,9a-tetrahydroindeno[2,1-b][1,4]oxazin-4(4aH)-yl)methanone